methyl 3-[(4-chlorophenyl)methyl]-2-hydroxy-1-methyl-2-(1,2,4-triazol-1-yl ethyl)cyclopentanecarboxylate ClC1=CC=C(C=C1)CC1C(C(CC1)(C(=O)OC)C)(CCN1N=CN=C1)O